(5-Isopropyl-1H-pyrazol-3-yl)(6-(thiazole-4-carbonyl)-2,6-diazaspiro[3.3]heptan-2-yl)methanone C(C)(C)C1=CC(=NN1)C(=O)N1CC2(C1)CN(C2)C(=O)C=2N=CSC2